C(C)(C)(C)OC(N[C@H](C(N1CCNCC1)=O)C)=O (S)-(1-oxo-1-(piperazin-1-yl)propan-2-yl)carbamic acid tert-butyl ester